(1R,2R)-N-(4-(6-((S)-1-hydroxybutyl)-4-methylpyridin-3-yl)imidazo[1,2-a][1,6]naphthyridin-8-yl)-2-(piperazin-1-ylmethyl)cyclopropane-1-carboxamide O[C@@H](CCC)C1=CC(=C(C=N1)C=1C=2N(C3=CC(=NC=C3C1)NC(=O)[C@H]1[C@@H](C1)CN1CCNCC1)C=CN2)C